S1N=CC2=C1SC=C2 thieno[3,2-d]isothiazole